C(C)(=O)C=1C=CC(=NC1)CN(C(OC(C)(C)C)=O)[C@H](C)C1=C(C=CC=C1)F tert-butyl (R)-((5-acetylpyridin-2-yl)methyl)(1-(2-fluorophenyl)ethyl)carbamate